C(C)OC1=C(C=CC=C1)OCCOCCOCCOC 2-Ethoxy-1-(1,4,7,10-tetraoxaundecyl)benzene